7-(2-((6-((1R,5S)-3,8-diazabicyclo[3.2.1]octan-3-yl)-2-ethylpyridin-3-yl)amino)-5-(trifluoromethyl)pyrimidin-4-yl)-2,3-dihydro-5H-thieno[3,2-e][1,4]oxathiepine 1,1-dioxide [C@H]12CN(C[C@H](CC1)N2)C2=CC=C(C(=N2)CC)NC2=NC=C(C(=N2)C2=CC=1S(CCOCC1S2)(=O)=O)C(F)(F)F